FC(OC1=CC=C(C=C1)C(C(=O)O)=C)(F)F (E)-(4-(trifluoromethoxy)phenyl)acrylic acid